tert-butyl 3-((1-(4-(methoxycarbonyl)phenyl)cyclopropyl)(methyl)carbamoyl)-1-((2-(trimethylsilyl)ethoxy)methyl)-1,4,6,7-tetrahydro-5H-pyrazolo[4,3-c]pyridine-5-carboxylate COC(=O)C1=CC=C(C=C1)C1(CC1)N(C(=O)C1=NN(C2=C1CN(CC2)C(=O)OC(C)(C)C)COCC[Si](C)(C)C)C